1-(4-{8-Cyclopropyl-6-[(2R)-2-methylazepane-1-carbonyl]imidazo[1,2-a]pyridin-2-yl}-3-fluorophenyl)pyrrolidine-3-carboxylic acid C1(CC1)C=1C=2N(C=C(C1)C(=O)N1[C@@H](CCCCC1)C)C=C(N2)C2=C(C=C(C=C2)N2CC(CC2)C(=O)O)F